C1N(CCC2=CC=CC=C12)CC1=C2C(=NC(=C1)C=1C=C3CN(C(C3=CC1)=O)N1C(CCCC1=O)=O)N(C=C2)C (5-(4-((3,4-Dihydroisoquinolin-2(1H)-yl)methyl)-1-methyl-1H-pyrrolo[2,3-b]pyridin-6-yl)-1-oxoisoindolin-2-yl)piperidine-2,6-dione